N[C@H]1CN(CCC1)C(=O)OC(C)(C)C t-butyl (3R)-3-aminopiperidine-1-carboxylate